2-(quinoline-8-yl)carbonyl-cyclohexane-1,3-dione N1=CC=CC2=CC=CC(=C12)C(=O)C1C(CCCC1=O)=O